COC1CC(C1)N 3-methoxycyclobutanamine